ClC1=CC(=C(C=C1)C(C)OC1=NC=CC=C1C1=CC(=C(CC2=NC3=C(N2CCOC)C=C(C=C3)C(=O)OC)C(=C1)F)F)F Methyl 2-(4-(2-(1-(4-chloro-2-fluorophenyl)ethoxy)pyridin-3-yl)-2,6-difluorobenzyl)-1-(2-methoxyethyl)-1H-benzo[d]imidazole-6-carboxylate